2-(tertiary butyl)terephthalic acid C(C)(C)(C)C1=C(C(=O)O)C=CC(=C1)C(=O)O